methyl 2-chloro-3-nitro-4-chloro-benzoate ClC1=C(C(=O)OC)C=CC(=C1[N+](=O)[O-])Cl